NC1=CC(=NC=N1)N1CCC(CC1)C(=O)N1OCC[C@H]1C1=CC(=CC(=C1)F)F [1-(6-aminopyrimidin-4-yl)-4-piperidyl]-[(3S)-3-(3,5-difluorophenyl)isoxazolidin-2-yl]methanone